(4-(4-methylpiperazin-1-yl)phenyl)-5-(2,4,6-trifluorophenyl)-1H-pyrazolo[3,4-c]pyridine CN1CCN(CC1)C1=CC=C(C=C1)N1N=CC=2C1=CN=C(C2)C2=C(C=C(C=C2F)F)F